OCCC1CCN(CC1)C(=O)C=1C=CC(=C(C1)N1C(NC(CC1)=O)=O)OC 1-(5-(4-(2-Hydroxyethyl)piperidine-1-carbonyl)-2-methoxyphenyl)dihydropyrimidine-2,4(1H,3H)-dione